BrC1=C(C(=C(S1)NC(=O)NC1C(NC(CC1)=O)=O)C(=O)OCC)C ethyl 5-bromo-2-(3-(2,6-dioxopiperidin-3-yl)ureido)-4-methylthiophene-3-carboxylate